7,7'-dihexyl-10,10'-dimethyl-8,8'-dioxo-3,3'-bis(p-tolyl)-4,4'-spirobi[5-oxa-2,7-diaza-3-azonia-4λ4-cuprabicyclo[4.4.0]deca-1(6),2,9-triene]-9,9'-dicarbonitrile C(CCCCC)N1C=2O[Cu]3([N+](=NC2C(=C(C1=O)C#N)C)C1=CC=C(C=C1)C)[N+](=NC=1C(=C(C(N(C1O3)CCCCCC)=O)C#N)C)C3=CC=C(C=C3)C